2-(5-(4,4,5,5-Tetramethyl-1,3,2-dioxaborol-2-yl)-2H-indazol-2-yl)propan-1-ol CC1(OB(OC1(C)C)C1=CC2=CN(N=C2C=C1)C(CO)C)C